ClC=1C=C(C=CC1C(=O)N1CCN(CC1)C(=O)C1CCNCC1)NC(=O)C=1N(C(=CN1)C=1C(=NN(C1)C1=NC=CC=C1)C(F)(F)F)C N-[3-chloro-4-[4-(piperidine-4-carbonyl)piperazine-1-carbonyl]phenyl]-1-methyl-5-[1-(2-pyridyl)-3-(trifluoromethyl)pyrazol-4-yl]imidazole-2-carboxamide